oxylethyl acetate C(C)(=O)OCCO